3-(2,6-dioxo-3-piperidyl)-7-fluorosulfonyloxy-1-methyl-6-(4-piperidyl)indazole O=C1NC(CCC1C1=NN(C2=C(C(=CC=C12)C1CCNCC1)OS(=O)(=O)F)C)=O